2,6-di(pyridine-4-yl)-4-phenylpyridine N1=CC=C(C=C1)C1=NC(=CC(=C1)C1=CC=CC=C1)C1=CC=NC=C1